C(C1=CC=CC=C1)N[C@H](CCO)C (S)-3-(benzylamino)butan-1-ol